C(C)(C)(C)C1=CC(=C(N1C1=CC=C(C#N)C=C1)C)C(CCl)=O 4-(5-(tert-butyl)-3-(2-chloroacetyl)-2-methyl-1H-pyrrol-1-yl)benzonitrile